BrC=1C=C2C3=C(C(N(C3=CC=C2)C(=O)OC(C)(C)C)=O)C1 tert-Butyl 4-bromo-2-oxobenzo[cd]indole-1(2H)-carboxylate